CN1N=C2C=C(C=CC2=C1C)CC1=NC(=NC=C1)NC=1C=CC(=C(C1)S(=O)(=O)N)C 5-[[4-[(2,3-dimethyl-2H-indazol-6-yl)methyl]-2-pyrimidyl]amino]-2-methylbenzenesulfonamide